5-(4,4-Difluorocyclohexyl)-4-methoxypicolinic acid FC1(CCC(CC1)C=1C(=CC(=NC1)C(=O)O)OC)F